C(C)(C)C1=NC2=C(N1C)C=C(C=C2NCCN2CCOCC2)C2=CC=C(C=C2)N2CCN(CC2)C(C)C 2-isopropyl-6-(4-(4-isopropylpiperazin-1-yl)phenyl)-1-methyl-N-(2-morpholinoethyl)-1H-benzo[d]imidazol-4-amine